C(C)(C)C(C(C)C)C(=O)C(C1=CC=CC=C1)=O benzoyl diisopropylmethyl ketone